3-Methyl-2-(p-tolyl)-1-tosyl-1H-indole CC1=C(N(C2=CC=CC=C12)S(=O)(=O)C1=CC=C(C)C=C1)C1=CC=C(C=C1)C